FC1=C(C=C(C=C1)NC(=O)C=1N(C=C2C1OCC1C(NS2(=O)=O)CN(C1)CC(F)(F)F)C)C N-(4-Fluoro-3-methylphenyl)-7-methyl-2-(2,2,2-trifluoroethyl)-2,3,3a,4,10,10a-hexahydro-1H,7H-dipyrrolo[3,4-b:3',4'-f][1,4,5]oxathiazocin-8-carboxamid-5,5-dioxid